NC=1C=C(OCCCNC(OC(C)(C)C)=O)C=CC1 tert-Butyl (3-(3-aminophenoxy)propyl)carbamate